3-(2-(dimethylamino)ethyl)-1H-indole-1-carboxylic acid chloromethyl ester ClCOC(=O)N1C=C(C2=CC=CC=C12)CCN(C)C